tert-Butyl 5-((2-bromo-3-cyano-5,6,7,8-tetrahydroquinolin-8-yl)oxy)-3-methoxy-1H-indazole-1-carboxylate BrC1=NC=2C(CCCC2C=C1C#N)OC=1C=C2C(=NN(C2=CC1)C(=O)OC(C)(C)C)OC